CC1=C(C(=CC=C1)C)C1=CC(=CC=C1)C=1NC(=C([N+]1[O-])C(NC1=CC(=CC=C1)C(NC)=O)=O)C 2-(2',6'-dimethyl-[1,1'-biphenyl]-3-yl)-5-methyl-4-((3-(methylcarbamoyl)phenyl)carbamoyl)-1H-imidazole 3-oxide